[Si](C1=CC=CC=C1)(C1=CC=CC=C1)(C(C)(C)C)OCC(CNC(OC(C)(C)C)=O)C[C@H](CC1C(C2=CC=CC=C2C1=O)=O)NC(OC(C)(C)C)=O di-tert-butyl ((4R)-2-(((tert-butyldiphenylsilyl)oxy)methyl)-5-(1,3-dioxo-2,3-dihydro-1H-inden-2-yl)pentane-1,4-diyl)dicarbamate